COC1=C(C=C2C(N(C(C2=C1)=O)C=1C(=C(C=CC1)C1=CC=CC=C1)C)=O)CNCCNC(C)=O N-(2-(((6-methoxy-2-(2-methyl[1,1'-biphenyl]-3-yl)-1,3-dioxoisoindoline-5-yl)methyl)amino)ethyl)acetamide